BrC=1C=CC(=C(C1)C(=O)C1CC1)F (5-bromo-2-fluoro-phenyl)-cyclopropyl-methanone